FC1=C2C=CNC2=CC(=C1OC=1C=CC(=C(C1)C=1NC(=C(N1)C)C(C=1C(=C(C=CC1)CCC(=O)O)F)O)F)F 3-(3-((2-(5-((4,6-difluoro-1H-indol-5-yl)oxy)-2-fluorophenyl)-4-methyl-1H-imidazol-5-yl)(hydroxy)methyl)-2-fluorophenyl)propanoic acid